C(C)OC(=O)C1=NC=2CN(CCC2C(=C1)C)C 4,7-dimethyl-5,6,7,8-tetrahydro-1,7-naphthyridine-2-carboxylic acid ethyl ester